Ethyl 3,3-dimethyl-2-oxocyclopentane-1-carboxylate CC1(C(C(CC1)C(=O)OCC)=O)C